N-[(4-methoxycyclohex-1-en-1-yl)methylidene]hydroxyl-amine COC1CC=C(CC1)C=NO